COC(=O)C=1N=NC=C(C1NC1=CC=C(C=C1)SC)C1=C(C=CC=C1F)F (2,6-difluorophenyl)-4-((4-(methylthio)phenyl)amino)pyridazine-3-carboxylic acid methyl ester